C1(=CC=CC=2C3=CC=CC=C3CC12)C=1C(N=C2C=CC=CC12)=O fluorenyl-indolone